6-Fluoro-3-iodo-1H-indole-5-carbonitrile FC1=C(C=C2C(=CNC2=C1)I)C#N